N-(3-(5-cyano-2-(difluoromethoxy)phenyl)-1H-pyrazol-4-yl)pyrazolo[1,5-a]pyrimidine-3-carboxamide C(#N)C=1C=CC(=C(C1)C1=NNC=C1NC(=O)C=1C=NN2C1N=CC=C2)OC(F)F